6-(4-(3,6-Diazabicyclo[3.1.1]heptane-6-carbonyl)benzyl)-2-amino-4-(((R)-pentan-2-yl)amino)pyridin C12CNCC(N1C(=O)C1=CC=C(CC3=CC(=CC(=N3)N)N[C@H](C)CCC)C=C1)C2